FC=1C=C2C(=CNC2=CC1)CC1CCN(CC1)CCOC1=C(C=C(C=C1)F)C1=CSC=C1 5-fluoro-3-((1-(2-(4-fluoro-2-(thiophen-3-yl)phenoxy)ethyl)piperidin-4-yl)methyl)-1H-indole